CCCC/C=C/OC(=O)C1=CC=CC=C1O HEXENYLSALICYLAT